FC(C1=NN2C(C=CCC2)=N1)(F)F 2-(trifluoromethyl)-5,6-dihydro-[1,2,4]triazolo[1,5-a]pyridine